6-octadecyloxypyridine C(CCCCCCCCCCCCCCCCC)OC1=CC=CC=N1